bisphenol A phenoxyacrylate O(C1=CC=CC=C1)C(C(=O)O)=C.OC1=CC=C(C=C1)C(C)(C)C1=CC=C(C=C1)O